(2,6-dimethylphenyl)-4-(5-fluoro-2-hydroxyphenyl)-1-(4-methoxyphenyl)-3-(4-nitrophenyl)-5,6-dihydro-1H-pyrrolo[3,4-b]pyridine-2,7-dione CC1=C(C(=CC=C1)C)C1NC(C=2N(C(C(=C(C21)C2=C(C=CC(=C2)F)O)C2=CC=C(C=C2)[N+](=O)[O-])=O)C2=CC=C(C=C2)OC)=O